BrCCO[Si](C)(C)C (2-bromoethoxy)tri-methylsilane